ClCC1=C(C=C(C(=C1)C)CCl)C 1,4-bis(chloromethyl)-2,5-xylene